hydroxyl-benzaldehyde OC1=C(C=O)C=CC=C1